FC(CN1C(=NC=2C1=NC(=CN2)C=2C=CN1N=C(N=CC12)NC1CCC(CC1)(O)C)C)F (1s,4s)-4-((5-(1-(2,2-difluoroethyl)-2-methyl-1H-imidazo[4,5-b]pyrazin-6-yl)pyrrolo[2,1-f][1,2,4]triazin-2-yl)amino)-1-methylcyclohexane-1-ol